C1(CCCC1)CN1CC2=C(N=C(N(C2=O)C(C)C=2C=NC(=CC2)C(F)(F)F)C)CC1 6-(cyclopentylmethyl)-2-methyl-3-(1-(6-(trifluoromethyl)pyridin-3-yl)ethyl)-5,6,7,8-tetrahydropyrido[4,3-d]pyrimidin-4(3h)-one